ClC=1C2=C(N=CN1)CN(C2)C(=O)OC(C)(C)C tert-butyl 4-chloro-5H-pyrrolo[3,4-d]pyrimidine-6(7H)-carboxylate